tert-butyl 2-chloro-4-methoxy-5,6-dihydropyrido[3,4-d]pyrimidine-7(8H)-carboxylate ClC=1N=C(C2=C(N1)CN(CC2)C(=O)OC(C)(C)C)OC